Tert-Butyl 3-[[4-(trifluoromethylsulfanyl)phenyl]methoxy]azetidine-1-carboxylate FC(F)(F)SC1=CC=C(C=C1)COC1CN(C1)C(=O)OC(C)(C)C